N-(1-(3,3-difluorocyclobutyl)-2-oxo-1,2-dihydropyridin-3-yl)-4-((2-hydroxyethyl)sulfonamido)-2-(6-azaspiro[2.5]octan-6-yl)benzamide FC1(CC(C1)N1C(C(=CC=C1)NC(C1=C(C=C(C=C1)NS(=O)(=O)CCO)N1CCC2(CC2)CC1)=O)=O)F